N-ethyl-N'-(2-fluoro-4-(3-((3-methoxybenzyl)oxy)oxetan-3-yl)-5-methylphenyl)-N-methylformimidamide C(C)N(C=NC1=C(C=C(C(=C1)C)C1(COC1)OCC1=CC(=CC=C1)OC)F)C